FC=1C=C(C=CC1N1N=C(C=C1C)C(F)(F)F)CO [3-fluoro-4-[5-methyl-3-(trifluoromethyl)pyrazol-1-yl]phenyl]methanol